O=C1NC(CCC1N1CC2=C(C=C(C=C2C1=O)C#N)C)=O 2-(2,6-dioxopiperidin-3-yl)-7-methyl-3-oxoisoindoline-5-carbonitrile